1-(4,4-difluoropiperidin-1-yl)-2,7-naphthyridine FC1(CCN(CC1)C1=NC=CC2=CC=NC=C12)F